2-amino-2-(7-methoxy-4-oxo-pyrido[1,2-a]pyrimidin-2-yl)acetamide NC(C(=O)N)C=1N=C2N(C(C1)=O)C=C(C=C2)OC